CC=1C(=CSC1)C1=C(N=NC=C1)N (4-methylthiophen-3-yl)pyridazin-3-amine